5-hydroxy-2-phenyl-7-(p-trifluoromethylphenyl)-chromen-4-one OC1=C2C(C=C(OC2=CC(=C1)C1=CC=C(C=C1)C(F)(F)F)C1=CC=CC=C1)=O